OC=1C=C(C=C(C1O)O)CCCCCCCCC=C 10-(3,4,5-trihydroxyphenyl)-1-decene